FC(C1=NN=C(O1)C=1C=CC(=NC1)CN1C(C2=CC=C(C=C2C(C1=O)(C)C)N1CCC(CC1)N(C)C)=O)F 2-((5-(5-(difluoromethyl)-1,3,4-oxadiazole-2-yl)pyridine-2-yl)methyl)-6-(4-(dimethylamino)piperidine-1-yl)-4,4-dimethylisoquinoline-1,3(2H,4H)-dione